methyl 4-(2-chloro-4-fluorophenyl)-6-(((S)-6-((methylsulfonyl) carbamoyl)-5-azaspiro[2.4]heptan-5-yl) methyl)-2-(thiazol-2-yl)-1,4-dihydropyrimidine-5-carboxylate ClC1=C(C=CC(=C1)F)C1N=C(NC(=C1C(=O)OC)CN1CC2(CC2)C[C@H]1C(NS(=O)(=O)C)=O)C=1SC=CN1